1-chloro-3-(1-(5-chloro-2-ethoxy-4'-methoxy-6-methyl-[1,1'-biphenyl]-3-yl)ethyl)imidazo[1,5-a]pyrazin-8-amine ClC=1N=C(N2C1C(=NC=C2)N)C(C)C=2C(=C(C(=C(C2)Cl)C)C2=CC=C(C=C2)OC)OCC